Cl.COC(=O)[C@H]1[C@@H]2C([C@@H]2CN1)(C)C (1s,2r,5r)-6,6-dimethyl-3-azabicyclo[3.1.0]hexane-2-carboxylic acid methyl ester hydrochloride